3-(3-propyl-2,4-dioxo-1,2,3,4-tetrahydroquinazolin-7-yl)benzamide C(CC)N1C(NC2=CC(=CC=C2C1=O)C=1C=C(C(=O)N)C=CC1)=O